C1(CC1)C1=NC(=C(C=2N=C(N=C(C21)N2C[C@](CCC2)(C)O)OCC2(CC2)C=O)F)C2=CC(=CC1=CC=C(C(=C21)CC)F)OCOC 1-[[5-cyclopropyl-7-[8-ethyl-7-fluoro-3-(methoxymethoxy)-1-naphthyl]-8-fluoro-4-[(3R)-3-hydroxy-3-methyl-1-piperidyl]pyrido[4,3-d]pyrimidin-2-yl]oxymethyl]cyclopropanecarbaldehyde